COC1=CC=C(C=C1)C=1C(OC(C1)=CC1=CC=C(C=C1)[N+](=O)[O-])=O (4-methoxyphenyl)-5-(4-nitrobenzylidene)furan-2(5H)-one